(2R,5R)-tert-butyl 5-((R)-2-(2-hydroxy-4-(2-(2-methoxy ethoxy)ethoxy)phenyl)-4,5-dihydrothiazol-4-yl)-1-methylpyrrolidine-2-carboxylate OC1=C(C=CC(=C1)OCCOCCOC)C=1SC[C@H](N1)[C@H]1CC[C@@H](N1C)C(=O)OC(C)(C)C